phenoxy-(S)-phosphorylamine O(C1=CC=CC=C1)P(=O)=N